C(C)(C)(C)OC(=O)N1CC2CCC(C1)N2C2=C(C(=C(C=C2)C=2C=NN(C2)C2OCCCC2)F)F 8-(2,3-difluoro-4-(1-(tetrahydro-2H-pyran-2-yl)-1H-pyrazol-4-yl)phenyl)-3,8-diazabicyclo[3.2.1]octane-3-carboxylic acid tert-butyl ester